1H-indole-2-yl(4-methyl-4-piperidinyl)methanone N1C(=CC2=CC=CC=C12)C(=O)C1(CCNCC1)C